calcium(II) acetate C(C)(=O)[O-].[Ca+2].C(C)(=O)[O-]